N-(2-(4-methylpiperazin-1-yl)phenyl)-3-(methylsulfonyl)benzenesulfonamide CN1CCN(CC1)C1=C(C=CC=C1)NS(=O)(=O)C1=CC(=CC=C1)S(=O)(=O)C